OC1=C(C=C(CC2=C(C=C(OCC(=O)NCCS(=O)(=O)[O-])C=C2C)C)C=C1)C(C)C.[Na+] Sodium 2-(2-(4-(4-hydroxy-3-isopropylbenzyl)-3,5-dimethylphenoxy)acetamido)ethane-1-sulfonate